F.N12CCCCCC2=NCCC1 1,8-diazabicyclo[5.4.0]undec-7-ene hydrofluoric acid salt